OCCN(C(C1=NC=CC=C1)=O)CCO N,N-bis(2-hydroxyethyl)picolinamide